SCC(CSCCSC(N)=N)SCCS S-2-((3-mercapto-2-((2-mercaptoethyl)thio)propyl)thio)ethylisothiourea